C1(CCC1)C1=NC(=CC=C1O[C@@H]1C[C@H](CCC1)C(=O)O)C=1N=NN(C1COC(N(CCC)C)=O)C (1S,3S)-3-((2-cyclobutyl-6-(1-methyl-5-(((methyl(propyl)carbamoyl)oxy)methyl)-1H-1,2,3-triazol-4-yl)pyridin-3-yl)oxy)cyclohexane-1-carboxylic acid